(2S,5'R)-7-chloro-6-hydroxy-3',4-dimethoxy-5'-methyl-spiro[benzofuran-2,4'-cyclohex-2-ene]-1',3-dione ClC1=C(C=C(C=2C([C@]3(C(=CC(C[C@H]3C)=O)OC)OC21)=O)OC)O